C(C)OC(=O)C=1C(=C2C=CC(=NC2=C(N1)Br)OC1=CC=C(C=C1)F)O 2-(4-fluorophenoxy)-5-hydroxy-8-bromo-1,7-naphthyridine-6-carboxylic acid ethyl ester